C(#N)CCOP([O-])N(C(C)C)C(C)C cyanoethyl-N,N-diisopropyl-phosphoramidite